C(#N)C12CCC(CC1)(CC2)NC(C2=C(C=CC(=C2)C(F)(F)F)SCC)=O N-(4-cyanobicyclo[2.2.2]oct-1-yl)-2-(ethylsulfanyl)-5-(trifluoromethyl)benzamide